(±)-N-(4-([1,2,4]triazolo[1,5-a]pyridin-7-yloxy)-3-methylphenyl)-5-((3,3-difluoro-1-(methyl-d3)piperidin-4-yl)oxy)-6-(methoxy-d3)quinazolin-4-amine N=1C=NN2C1C=C(C=C2)OC2=C(C=C(C=C2)NC2=NC=NC1=CC=C(C(=C21)O[C@H]2C(CN(CC2)C([2H])([2H])[2H])(F)F)OC([2H])([2H])[2H])C |r|